2-(3-(difluoromethyl)-1-methyl-1H-pyrazol-4-yl)-N-(3,4,5-trifluorophenyl)thiazole-4-carboxamide FC(C1=NN(C=C1C=1SC=C(N1)C(=O)NC1=CC(=C(C(=C1)F)F)F)C)F